methyl-6-(4-(5-(3,4-difluorophenyl)-7,7-dimethyl-6,7-dihydro-5H-pyrrolo[2,3-b]pyrazine-2-carbonyl)-3,3-dimethylpiperazin-1-yl)-2,4-dimethylnicotinic acid CC=1C(=NC(=C(C(=O)O)C1C)C)N1CC(N(CC1)C(=O)C=1N=C2C(=NC1)N(CC2(C)C)C2=CC(=C(C=C2)F)F)(C)C